ClC=1C(=C(C=CC1)C(C(F)F)=O)F 1-(3-Chloro-2-fluorophenyl)-2,2-difluoroethan-1-one